C(CCCCCCC(=O)O)(=O)O octane-1,8-dioic acid